trans-((+/-)-3-Amino-4-hydroxypiperidin-1-yl)(2-(1-ethyl-1H-indol-2-yl)-1-methyl-1H-benzo[d]imidazol-5-yl)methanone N[C@@H]1CN(CC[C@H]1O)C(=O)C1=CC2=C(N(C(=N2)C=2N(C3=CC=CC=C3C2)CC)C)C=C1 |r|